bistridecyl-Mannitol C(CCCCCCCCCCCC)C([C@@H](O)[C@@H](O)[C@H](O)[C@H](O)CO)(O)CCCCCCCCCCCCC